FC1(CC(C1)[C@H](C1=CC=2C(=NC(=CC2)C2=CC(N(C=N2)C)=O)S1)O)F 6-(2-((R)-(3,3-difluorocyclobutyl)(hydroxy)methyl)thieno[2,3-b]pyridin-6-yl)-3-methyl-4(3H)-pyrimidinone